O[C@H](CC(=O)N(C)C)C=1C=NC=CC1 (R)-3-hydroxy-N,N-dimethyl-3-(pyridin-3-yl)propanamide